tert-butyl 2-methyl-4-(((trifluoromethyl) sulfonyl) oxy)-5,8-dihydropyrido[3,4-d]pyrimidine-7(6H)-carboxylate CC=1N=C(C2=C(N1)CN(CC2)C(=O)OC(C)(C)C)OS(=O)(=O)C(F)(F)F